O[C@H]1CN(CC[C@@H]1[C@@H]1N2C(C3=CC=CC=C13)=CN=C2)S(=O)(=O)N (3R,4R)-3-hydroxy-4-((S)-5H-imidazo[5,1-a]isoindol-5-yl)piperidine-1-sulfonamide